C1(=CC=C(C=C1)SCCCC(C(=O)O)=C)C1=CC=CC=C1 3-([1,1'-biphenyl]-4-ylthio)propylacrylic acid